4-(5-(2,6-dimethylphenoxy)-1-methyl-2-oxo-1,2-dihydropyridin-4-yl)-6-methyl-1,6-dihydro-7H-pyrrolo[2,3-c]pyridin-7-one CC1=C(OC=2C(=CC(N(C2)C)=O)C=2C3=C(C(N(C2)C)=O)NC=C3)C(=CC=C1)C